(2S)-1-[(3R,4S)-4-{[5-chloro-7-(1-ethylcyclobutyl)imidazo[4,3-f][1,2,4]triazin-2-yl]amino}-3-fluoropiperidin-1-yl]-2-hydroxypropan-1-one ClC=1N=C(N2N=C(N=CC21)N[C@@H]2[C@@H](CN(CC2)C([C@H](C)O)=O)F)C2(CCC2)CC